3-(4-pyrimidin-2-ylpyridazin-1-ium-1-yl)propionitrile hydrogen sulfate S(=O)(=O)(O)[O-].N1=C(N=CC=C1)C1=CN=[N+](C=C1)CCC#N